Ethyl-Ethoxy-MethAcrylate C(C)C(=C(C(=O)[O-])C)OCC